[C@H]12CN(C[C@H](CC1)N2)C2=NC(=NC1=C(C(=CC=C21)C2=CC(=CC1=CC=CC=C21)O)F)N2CC(C2)OC 4-(4-((1R,5S)-3,8-diazabicyclo[3.2.1]octan-3-yl)-8-fluoro-2-(3-methoxyazetidin-1-yl)quinazolin-7-yl)naphthalen-2-ol